[Br-].C(CCCCC)OC(CCCCCCCCC=CC1=CC=C(C=C1)[P+](C)(C)C)OCCCCCC (4E)-11,11-dihexyloxy-4-undecenyl-trimethylphenylphosphonium bromide